C(C)(C)(C)C1=CC=C(C=C1)[Si](O)(C)C (4-tert-butylphenyl)dimethylsilanol